OC1(CCC1)C=1C=CC2=C(NC(=N2)C2=CC(=CN2COCC[Si](C)(C)C)C(=O)C2=C(C=CC=C2)C(F)(F)F)C1 (5-(6-(1-hydroxycyclobutyl)-1H-benzo[d]imidazol-2-yl)-1-((2-(trimethylsilyl)ethoxy)methyl)-1H-pyrrol-3-yl)(2-(trifluoromethyl)phenyl)methanone